C(C)(C)(C)C1=CC=C(C=C1)/C=C/C(=O)NC1=CC2=C(OCCO2)C=C1 (E)-3-(4-t-butylphenyl)-N-(2,3-dihydrobenzo[b][1,4]dioxin-6-yl)acrylamide